1-[2-(2,4-dimethylphenylthio)phenyl]piperazine CC1=C(C=CC(=C1)C)SC1=C(C=CC=C1)N1CCNCC1